5-N-Acetyl-7,9-di-O-acetyl-neuraminic acid C(C)(=O)N[C@@H]1[C@H](CC(C(O)=O)(O)O[C@H]1[C@H](OC(C)=O)[C@H](O)COC(C)=O)O